C(CCCCCCCCCCC)(=O)OCC(C)OC(CCCCCCCCCCC)=O propylene dilaurate